2-chloro-7-fluoroquinazoline-4-carboxamide ClC1=NC2=CC(=CC=C2C(=N1)C(=O)N)F